OC1N(C(C=2N(CC1)C=CC2)=O)C hydroxy(methyl)-2,3,4,5-tetrahydro-1H-pyrrolo[1,2-a][1,4]diazepine-1-one